6-(6-(1-((1S,3R,4R,5R)-4-fluoro-1-methyl-8-azabicyclo[3.2.1]octan-3-yl)vinyl)-1,2,4-triazin-3-yl)isoquinolin-7-ol F[C@@H]1[C@H](C[C@@]2(CC[C@H]1N2)C)C(=C)C2=CN=C(N=N2)C=2C=C1C=CN=CC1=CC2O